(4-(((1s,4s)-4-(hydroxymethyl)cyclohexyl)amino)-2-((1-(3-morpholinopropyl)-1H-pyrazol-4-yl)amino)-7H-pyrrolo[2,3-d]pyrimidin-5-yl)methanone sodium 3-dodecylamino-propionate C(CCCCCCCCCCC)NCCC(=O)[O-].[Na+].OCC1CCC(CC1)NC=1C2=C(N=C(N1)NC=1C=NN(C1)CCCN1CCOCC1)NC=C2C=O